4,4-difluorocyclohexane-thiocarboxamide FC1(CCC(CC1)C(N)=S)F